2-methyl-[1,2,4]triazolo[1,5-a]pyrimidin-6-amine CC1=NN2C(N=CC(=C2)N)=N1